(R)-N-(6-(5-methyl-1,3,4-thiadiazol-2-yl)isoquinolin-3-yl)-2-(2-methylpyrrolidin-1-yl)acetamide CC1=NN=C(S1)C=1C=C2C=C(N=CC2=CC1)NC(CN1[C@@H](CCC1)C)=O